2-(N,N-Dimethylamino)ethyl-methacrylat CN(C)CCOC(C(=C)C)=O